FC1=CC=C(C=C1)N1C=NC(=C1C=1C=CC=2N(C1)C(=CN2)C=2C=CC(=NC2)NC(OC)=O)C methyl N-[5-[6-[3-(4-fluorophenyl)-5-methyl-imidazol-4-yl]imidazo[1,2-a]pyridin-3-yl]-2-pyridyl]carbamate